N-(beta-aminoethyl)-alpha-aminopropyl-trimethoxysilane NCCNC(CC)[Si](OC)(OC)OC